NC1=C(C=NN1C)S 5-amino-1-methyl-pyrazole-4-thiol